[Mg].C(\C=C\C(=O)O)(=O)OCC ethyl hydrogen fumarate, magnesium salt